FC(CNC1CCC(CC1)NC(=O)C=1N=C(C=C2C1NN=C2)N2C=NC=C2)(C)F N-((1s,4s)-4-((2,2-difluoropropyl)amino)cyclohexyl)-5-(1H-imidazol-1-yl)-1H-pyrazolo[3,4-c]pyridine-7-carboxamide